FC(CN1CC(C1)[C@@H](C)NC(=O)C1=CC2=CC=CC(=C2C=C1)OC1=CC=C(C=C1)C(F)(F)F)F (R)-N-(1-(1-(2,2-difluoroethyl)azetidin-3-yl)ethyl)-5-(4-(trifluoromethyl)phenoxy)-2-naphthamide